NC1=NC=CC(=N1)OC1=CC(=C(C=C1)N1C(N(C[C@H]1O)C1=CC(=CC=C1)C(F)(F)F)=O)C (4R)-3-[4-(2-aminopyrimidin-4-yl)oxy-2-methyl-phenyl]-4-hydroxy-1-[3-(trifluoromethyl)phenyl]imidazolidin-2-one